CNC(=O)C1=CC=C(C=C1)C=1N=C2SC3=C(N2C1)C=CC(=C3)C(=O)NCCN3C(CCCC3)C 2-(4-(Methylcarbamoyl)phenyl)-N-(2-(2-methylpiperidin-1-yl)ethyl)benzo[d]imidazo[2,1-b]thiazole-7-carboxamide